3-(5-(((1S,2S)-2-(((3-methyloxetan-3-yl)methyl)amino)cycloheptyl)oxy)-1-oxoisoindolin-2-yl)piperidine-2,6-dione CC1(COC1)CN[C@@H]1[C@H](CCCCC1)OC=1C=C2CN(C(C2=CC1)=O)C1C(NC(CC1)=O)=O